FC(CO)(C1=C(C=CC=C1)[C@H](C1O[C@H]([C@H]2[C@@H]1OC(O2)(C)C)N2C=CC1=C2N=CN=C1Cl)O)F 2,2-difluoro-2-[2-[(R)-hydroxy-[(3aR,4R,6aR)-4-(4-chloropyrrolo[2,3-d]pyrimidin-7-yl)-2,2-dimethyl-3a,4,6,6a-tetrahydrofuro[3,4-d][1,3]dioxol-6-yl]methyl]phenyl]ethanol